ClC1=C(C=CC=C1)C1=NC(=NC=C1)NC=1C=C2C=C(NC2=CC1)C(=O)NCCCN1CCOCC1 5-((4-(2-chlorophenyl)pyrimidin-2-yl)amino)-N-(3-morpholinopropyl)-1H-indole-2-carboxamide